N-(3-(5-(4-tert-butylphenyl)-1H-pyrazolo[3,4-b]pyridine-3-carbonyl)-2,4-difluoro-phenyl)propane-1-sulfonamide C(C)(C)(C)C1=CC=C(C=C1)C=1C=C2C(=NC1)NN=C2C(=O)C=2C(=C(C=CC2F)NS(=O)(=O)CCC)F